7-(2-(2-chlorophenyl)-3,4,6,7-tetrahydro-5H-imidazo[4,5-c]pyridin-5-yl)-1-methyl-5,6,7,8-tetrahydroisoquinoline ClC1=C(C=CC=C1)C1=NC2=C(CN(CC2)C2CCC=3C=CN=C(C3C2)C)N1